(R)-1-Boc-3-aminomethylpyrrolidine C(=O)(OC(C)(C)C)N1C[C@H](CC1)CN